C(CCCCCCCCCCCCC)(=O)N[C@@H]([C@@H](C)CC)C(=O)O N-myristoyl-isoleucine